C1(=CC=CC2=CC=CC=C12)NC1=CC=CC2=CC=CC=C12 naphthyl-α-naphthylamine